ClC1=C2C(N(C(NC2=C(C=C1)S(=O)(=O)C1=CC(=CC(=C1)C)Cl)=O)O)=O 5-chloro-8-((3-chloro-5-methylphenyl)sulfonyl)-3-hydroxyquinazoline-2,4(1H,3H)-dione